FC1=CC(=C(OC2=NC=C(C=C2C(=O)NC=2C=NC(=CC2)C)C(F)(F)F)C=C1)OC 2-(4-fluoro-2-methoxy-phenoxy)-N-(6-methyl-3-pyridinyl)-5-(trifluoromethyl)pyridine-3-carboxamide